(R)-3-(3-bromophenyl)-2-methylpropionic acid tert-butyl ester C(C)(C)(C)OC([C@@H](CC1=CC(=CC=C1)Br)C)=O